O=C1NC(CCC1N1C(C2=C(C=C(C=C2C1)CN(C1CCN(CC1)C=1C(=CC2=C(C(C=3NC4=CC(=CC=C4C3C2=O)C#N)(C)C)C1)CC)C)F)=O)=O 8-(4-(((2-(2,6-dioxopiperidin-3-yl)-7-fluoro-1-oxoisoindolin-5-yl)methyl)(methyl)amino)piperidin-1-yl)-9-ethyl-6,6-dimethyl-11-oxo-6,11-dihydro-5H-benzo[b]carbazole-3-carbonitrile